BrC1=C(C=C(C(=O)N2CC=3N(CC2)C(N(C3C(=O)N[C@@H](C)C3=C(C=C(C=C3)OC(F)F)F)C3=CC=C(C=C3)OCC(F)(F)F)=O)C=C1)Cl |r| 7-(4-bromo-3-chloro-benzoyl)-3-oxo-N-[rac-(1S)-1-[4-(difluoromethoxy)-2-fluoro-phenyl]ethyl]-2-[4-(2,2,2-trifluoroethoxy)phenyl]-6,8-dihydro-5H-imidazo[1,5-a]pyrazine-1-carboxamide